2,2-diethoxy-1-n-eicosyl-1-aza-2-silacyclopentane C(C)O[Si]1(N(CCC1)CCCCCCCCCCCCCCCCCCCC)OCC